O=C1NC(CCC1C1=CC=C(C=C1)N1[C@H](CN(CC1)C(=O)OC(C)(C)C)C)=O tert-butyl (3S)-4-(4-(2,6-dioxopiperidin-3-yl)phenyl)-3-methylpiperazine-1-carboxylate